CCCC(CCCC)C 1,3,6-trimethylhexane